5-(2-cyclopentylethyl)-3-(1-(3-(pyrrolidin-1-yl)propyl)-1H-benzo[d]imidazol-5-yl)-1,2,4-oxadiazole C1(CCCC1)CCC1=NC(=NO1)C1=CC2=C(N(C=N2)CCCN2CCCC2)C=C1